N-(4-(2-chloro-3-methoxy-6-methylphenyl)-2-methyl-3-oxo-2,3-dihydro-1H-pyrrolo[3,4-f]isoquinolin-8-yl)cyclopropanecarboxamide ClC1=C(C(=CC=C1OC)C)C1=C2C(=C3C=C(N=CC3=C1)NC(=O)C1CC1)CN(C2=O)C